(S)-1-benzyl-N-(4-methyl-5-oxo-4,5,6,7,8,9-hexahydropyrazolo[1,5-a][1,3]diazocine-6-yl)-1H-1,2,4-triazole-3-carboxamide C(C1=CC=CC=C1)N1N=C(N=C1)C(=O)N[C@@H]1C(N(C=2N(CCC1)N=CC2)C)=O